trans-2,6-dimethyl-1-indeneamine CC=1C(C2=CC(=CC=C2C1)C)N